2-((1r,4r)-4-methoxycyclohexylamino)-4-(methylsulfonyl)pyrimidine-5-carboxamide COC1CCC(CC1)NC1=NC=C(C(=N1)S(=O)(=O)C)C(=O)N